ClC1=C(C=C(C(=C1)Cl)C=1C(=O)NC(C1)=O)C=1C(=O)NC(C1)=O (4,6-dichloro-1,3-phenylene)bismaleimide